O[C@H](CO)[C@@H]1[C@]2([C@H]([C@@H]([C@H](CN12)O)O)O)CO (3S,4R,5R,6R,7S)-7-((S)-1,2-dihydroxyethyl)-6-(hydroxymethyl)-1-azabicyclo[4.1.0]heptane-3,4,5-triol